ClC=1C(=NC=CC1C1=C(C(=CC=C1)C1=NC(=C(C=C1)CNC[C@H]1NC(CC1)=O)OC)Cl)C=1C=NC(=C(C1)OC)CN[C@H](CCO)C(=O)OC methyl ((3-chloro-4-(2-chloro-3-(6-methoxy-5-(((((S)-5-oxopyrrolidin-2-yl)methyl)amino)methyl)pyridin-2-yl)phenyl)-5'-methoxy-[2,3'-bipyridin]-6'-yl)methyl)-D-homoserinate